BrC=1C=C(C=C(C1O)Br)C(=O)C1=C(OC2=C1C=CC=C2)CC (3,5-dibromo-4-hydroxyphenyl)-(2-ethyl-1-benzofuran-3-yl)methanone